FC1CN(CC1)CC1=CC=CC=N1 6-((3-fluoropyrrolidin-1-yl)methyl)pyridin